ClC=1C=C(C=C(C1)Cl)C1=NC(=CC(=C1)CN1CCO[C@@H](CC1)CO)OC=1C=NC(=NC1)N1CCN(CC1)C (S)-(4-((2-(3,5-dichloro-phenyl)-6-((2-(4-methyl-piperazin-1-yl)pyrimidin-5-yl)oxy)pyridin-4-yl)methyl)-1,4-oxazepan-7-yl)methanol